C(C)(C)C=1C(=NNC1C=1C=C(C=2N(C1)N=CN2)C)C(=O)NC2CCC(CC2)N(C)C(C)C 4-isopropyl-N-(4-(isopropyl(methyl)amino)cyclohexyl)-5-(8-methyl-[1,2,4]triazolo[1,5-a]pyridin-6-yl)-1H-pyrazole-3-carboxamide